BrC=1C=NN(C1)C1(CC1)C(=O)OC methyl 1-(4-bromo-1H-pyrazol-1-yl)cyclopropane-1-carboxylate